C(N)(=O)N=NC(=O)C1=CC2=CC=CC(=C2C=C1)C=1C=NN(C1)C N-carbamoylimino-5-(1-methylpyrazol-4-yl)naphthalene-2-carboxamide